C(C)(C)(C)C1=CC(=NC=C1)C1CC2(C1)CCN(CC2)C(=O)C2CC1(C2)NC(OC1)=O (2s,4s)-2-(2-(4-(tert-butyl)pyridin-2-yl)-7-azaspiro[3.5]nonane-7-carbonyl)-7-oxa-5-azaspiro[3.4]octan-6-one